C(C(C)(C)C)N[C@@H](CC(N)=O)C(=O)O neopentyl-L-asparaginic acid